C(C)(=O)OC1CC(=C2C=CC(C2C2OC(C(C21)C)=O)(C)O)C [9-hydroxy-3,6,9-trimethyl-2-oxo-3,3a,4,5,9a,9b-hexahydroazuleno[4,5-b]furan-4-yl] acetate